4-((2-hydroxyethyl)sulphonamido)-2-(6-azaspiro[2.5]octane-6-yl)-N-(thieno[2,3-b]pyrazin-7-yl)benzamide OCCS(=O)(=O)NC1=CC(=C(C(=O)NC2=CSC3=NC=CN=C32)C=C1)N1CCC3(CC3)CC1